N[C@H](C(F)(F)C1=C(C=2N=NC=C(C2S1)NCC=1SC=CC1)Cl)C 6-[(2S)-2-amino-1,1-difluoropropyl]-7-chloro-N-[(thiophen-2-yl)methyl]thieno[3,2-c]pyridazin-4-amine